4-(N-(2-(diethylamino)ethyl)carbamoyl)phenyl-3-methyl-3-benzyltriazene ethyl-3-(1-ethyl-3-oxo-2,8-diazaspiro[4.5]decan-8-yl)-8-azabicyclo[3.2.1]octane-8-carboxylate C(C)OC(=O)N1C2CC(CC1CC2)N2CCC1(CC(NC1CC)=O)CC2.C(C)N(CCNC(=O)C2=CC=C(C=C2)N=NN(CC2=CC=CC=C2)C)CC